FC(C1=NN(C(=C1)C(F)F)CC(=O)N1CCC(CC1)C=1SC=C(N1)C1=NOC(C1)C1=C(C=CC=C1OCC#C)F)F 2-[3,5-bis(difluoromethyl)-1H-pyrazol-1-yl]-1-[4-(4-{5-[2-fluoro-6-(prop-2-yn-1-yloxy)phenyl]-4,5-dihydro-1,2-oxazol-3-yl}-1,3-thiazol-2-yl)piperidine-1-yl]ethanone